C(CC)C1(C=O)CC(=CC(=C1)CCC)CCC 1,3,5-tripropyl-benzaldehyde